3-fluoro-2-methoxy-4-methyl-pyridine FC=1C(=NC=CC1C)OC